3-(dimethylamino)-propionic acid CN(CCC(=O)O)C